N-((S)-1-(((R)-1-((R)-6,7-dimethyl-4-oxo-1,3,6,2-dioxazaborocan-2-yl)-3-methylbutyl)amino)-1-oxo-3-phenylpropan-2-yl)pyrazine-2-carboxamide CN1CC(OB(OC[C@H]1C)[C@H](CC(C)C)NC([C@H](CC1=CC=CC=C1)NC(=O)C1=NC=CN=C1)=O)=O